(S)-4-((1-(naphthalene-1-yl)ethyl)amino)-6-nitro-2H-benzopyran-2-one C1(=CC=CC2=CC=CC=C12)[C@H](C)NC1=CC(OC2=C1C=C(C=C2)[N+](=O)[O-])=O